2-tert-butoxycarbonyl-2-azabicyclo[4.1.0]heptane-3-carboxylic acid C(C)(C)(C)OC(=O)N1C2CC2CCC1C(=O)O